5,6-dimethoxy-3-methyl-p-benzoquinone COC=1C(C(=CC(C1OC)=O)C)=O